O1C(CC(OC12CCCCC2)=O)=O 1,5-dioxa-spiro-[5.5]-undecan-2,4-dione